3-[4-(4-aminopiperidin-1-yl)-7-chloro-3-(3,5-dimethylphenyl)cinnolin-6-yl]-2-hydroxybenzonitrile NC1CCN(CC1)C1=C(N=NC2=CC(=C(C=C12)C=1C(=C(C#N)C=CC1)O)Cl)C1=CC(=CC(=C1)C)C